O(CC)N(C1=NC(=NC(=N1)N)N)CC ethoxyl-ethyl-melamine